C1(CC1)C1=NOC(=N1)C12CCC(CC1)(CC2)CN2C(OC1=C2C=CC(=C1)C=1C=C(C=CC1)NC(=O)C12CC(C1)(C2)F)=O 3-N-((4-(3-cyclopropyl-1,2,4-oxadiazol-5-yl)bicyclo[2.2.2]octan-1-yl)methyl)-3-fluoro-N-(3-(2-oxo-2,3-dihydrobenzo[d]oxazol-6-yl)phenyl)bicyclo[1.1.1]pentane-1-carboxamide